ClC1=C(C(=C2C(=N1)N(C=C2)[C@@H]2O[C@@H]([C@H]1OC(O[C@H]12)(C)C)COCP(O)(=O)OC1=CC=CC=C1)NC1CCCC1)C#N [(3aR,4R,6R,6aR)-4-[6-chloro-5-cyano-4-(cyclopentylamino)pyrrolo[2,3-b]pyridin-1-yl]-2,2-dimethyl-3a,4,6,6a-tetrahydrofuro[3,4-d][1,3]dioxol-6-yl]methoxymethyl-phenoxy-phosphinic acid